bis(2-hydroxypropyl)bis(2-hydroxyethyl)itaconic acid, bis(2-hydroxyethyl) ester OC(CC(C(C(=O)OCCO)=C(CCO)CCO)(C(=O)OCCO)CC(C)O)C